(4S)-3-((4-ethyl-phenyl)sulfonyl)-4-propyldihydro-furan-2(3H)-one C(C)C1=CC=C(C=C1)S(=O)(=O)C1C(OC[C@@H]1CCC)=O